CCC(C)N1C(=O)C(=C(NC1=O)C)Br The molecule is a pyrimidone that is pyrimidine-2,4(1H,3H)-dione substituted by a bromo group at position 5, a butan-2-yl group at position 3 and a methyl group at position 6. It is a pyrimidone and an organobromine compound.